1-(4-chlorophenyl)-3-(4-(2-(4-(2-morpholinoethoxy)phenyl)thiazol-4-yl)phenyl)urea ClC1=CC=C(C=C1)NC(=O)NC1=CC=C(C=C1)C=1N=C(SC1)C1=CC=C(C=C1)OCCN1CCOCC1